Tert-butyl (6-(1-benzyl-1H-pyrazole-4-carbonyl)-2-((S)-2,2-dimethylcyclopropane-1-carbonyl)-2,6-diazaspiro[3.4]octan-8-yl)carbamate C(C1=CC=CC=C1)N1N=CC(=C1)C(=O)N1CC2(CN(C2)C(=O)[C@@H]2C(C2)(C)C)C(C1)NC(OC(C)(C)C)=O